BrC=1C2=C(SC1C(F)(F)P(OCC)(OCC)=O)C=CC(=C2)O diethyl ((3-bromo-5-hydroxybenzo[b]thiophen-2-yl)difluoromethyl)phosphonate